Methyl 3-(tosyloxy)cyclobutanecarboxylate S(=O)(=O)(C1=CC=C(C)C=C1)OC1CC(C1)C(=O)OC